ClC1=C(C(=C2C(=N1)CCC2)C)C#N 2-chloro-4-methyl-6,7-dihydro-5H-cyclopenta[b]pyridine-3-carbonitrile